N-(7-(4-chloro-6-(1-hydroxybutyl)pyridin-3-yl)-2,6-naphthyridin-3-yl)cyclopropanecarboxamide ClC1=C(C=NC(=C1)C(CCC)O)C1=NC=C2C=C(N=CC2=C1)NC(=O)C1CC1